4-bromo-N-((1S,2R)-2-hydroxycyclopentyl)-3-methylbenzenesulfonamide BrC1=C(C=C(C=C1)S(=O)(=O)N[C@@H]1[C@@H](CCC1)O)C